FC(C(=O)O)(F)F.N1(N=NC=C1)CC12CC(CC(N1)C2)C 1-((1H-1,2,3-triazol-1-yl)methyl)-3-methyl-6-azabicyclo[3.1.1]heptane trifluoroacetate